3-(1-(2,3-Dihydrobenzo[b][1,4]dioxin-5-yl)-2-(2,6-Dimethoxypyridin-4-yl)-4-(dimethylamino)-2-hydroxybutyl)-2-methoxyquinoline-6-carbonitrile O1C2=C(OCC1)C(=CC=C2)C(C(CCN(C)C)(O)C2=CC(=NC(=C2)OC)OC)C=2C(=NC1=CC=C(C=C1C2)C#N)OC